5-(2,4-difluorophenyl)-4-methoxy-1H-pyrrole-3-carboxylic acid methyl ester COC(=O)C1=CNC(=C1OC)C1=C(C=C(C=C1)F)F